FC1=C2C(=NC(NC2=CC=C1)=O)N1CCCC2=C(C=CC=C12)C#CCC(C)(C)O 5-fluoro-4-[5-(4-hydroxy-4-methyl-pent-1-ynyl)-3,4-dihydro-2H-quinolin-1-yl]-1H-quinazolin-2-one